COC1=CC=C(C=N1)CN1CCN(CC1)C1=CC=C(C=N1)C=1C=2N(C=C(C1)OCC(C)(C)C)N=CC2C#N 4-(6-(4-((6-methoxypyridin-3-yl)methyl)piperazin-1-yl)pyridin-3-yl)-6-(neopentyloxy)pyrazolo[1,5-a]pyridine-3-carbonitrile